ClC=1C=C(C=NC1)C=1C(=NC=C(C1)F)C1(C=C(C(C(C1)(C)C)=O)C#N)OC 3-[3-(5-chloro-3-pyridyl)-5-fluoro-2-pyridyl]-3-methoxy-5,5-dimethyl-6-oxo-cyclohexene-1-carbonitrile